4-(isoquinolin-6-yloxy)-1H-1,2,3-triazole-5-carboxylic acid C1=NC=CC2=CC(=CC=C12)OC=1N=NNC1C(=O)O